O1C(=CC=C1)C1CC(C=2NCCCC21)=O 5-(2-furyl)-1,2,3,4,5,6-hexahydro-7H-cyclopenta[b]pyridin-7-one